mono(hydroxymethyl)cycloheptane OCC1CCCCCC1